C12(CCCC=3OC4=C(C31)C=CC=C4CS(=O)(=O)Cl)COCC2 (4,5-dihydro-2H,3'H-spiro[furan-3,1'-dibenzofuran]-6'-yl)methylsulfonyl chloride